1,3,6,8-tetramethoxyacridine COC1=CC(=CC2=NC3=CC(=CC(=C3C=C12)OC)OC)OC